FC1(C[C@H](CCC1)[C@@H](C=1N=C2N(N=C(C=N2)C[C@@H]2C(NC[C@@H](C2)C(F)(F)F)=O)C1)NC(OCC1=CC=CC=C1)=O)F benzyl ((1S)-((S)-3,3-difluorocyclohexyl)(2-(((3R,5R)-2-oxo-5-(trifluoromethyl)piperidin-3-yl)methyl)imidazo[1,2-b][1,2,4]triazin-6-yl)methyl)carbamate